NC(CO)(CC(CO)O)O 2-aminopentane-1,2,4,5-tetrol